bis(2,4-di-t-butyl-4-methylphenyl)pentaerythritol diphosphite OP(O)OP(O)O.C(C)(C)(C)C1=C(C=CC(C1)(C)C(C)(C)C)C(O)(C(CO)(CO)CO)C1=C(CC(C=C1)(C(C)(C)C)C)C(C)(C)C